CC1=CC(CO1)=O 5-METHYL-3(2H)-FURANONE